2-hydroxy-1,7-dimethyl-xanthone OC1=C(C=2C(C3=CC(=CC=C3OC2C=C1)C)=O)C